NC=1C(=NC(=C(N1)C1=C(C(=CC=C1)Cl)Cl)C)N1CCC2(CCC[C@H]2N)CC1 (R)-8-(3-amino-5-(2,3-dichlorophenyl)-6-methylpyrazin-2-yl)-8-azaspiro[4.5]decan-1-amine